C1(CCC1)C(=O)OC1=CC2=C(NC=N2)C=C1 1H-benzo[d]imidazol-5-yl cyclobutanecarboxylate